C1(CC1)C1=C(N2C(S1)=CN=C2)C(O)C2=CC=C(C=C2)CC (2-cyclopropyl-imidazo[5,1-b]thiazol-3-yl)-(4-ethyl-phenyl)-methanol